(S)-5-Methyl-3-phenyl-4,5-dihydro-3H-imidazo[1,5-a]pyrazolo[4,3-c]pyridine C[C@H]1CC2=C(C=3N1C=NC3)C=NN2C2=CC=CC=C2